7-(difluoromethoxy)-4-hydroxy-2-methyl-3,4,5,6-tetrahydro-3,6-methanobenzo[c]azepin-1(2H)-one FC(OC=1C2C3C(C(N(C(C(C3)O)C2)C)=O)=CC1)F